3-Bromo-2-iodo-pyridine BrC=1C(=NC=CC1)I